ClC1=NC(=C(C(=C1C#N)CC)C#N)N1CC2(COC2)CC1 2-chloro-4-ethyl-6-(2-oxa-6-azaspiro[3.4]oct-6-yl)pyridine-3,5-dicarbonitrile